C1(=CC=C(C=C1)NN)C (4-tolyl)hydrazine